C(C=C)(=O)OC1=CC=C(C=C1)OC(C=C)=O 1,4-benzenediol diacrylate